2-((1E,3E)-4-(4-aminophenyl)buta-1,3-dienyl)-6-methoxybenzo[d]thiazole-5-ol NC1=CC=C(C=C1)/C=C/C=C/C=1SC2=C(N1)C=C(C(=C2)OC)O